CN1CCCN(C1=O)C DIMETHYLPROPYLENEUREA